5-[4-(5-methoxypyrimidin-2-yl)piperazine-1-carbonyl]-6-methyl-N-(1-methylcyclopropyl)furo[2,3-d]pyrimidin-4-amine COC=1C=NC(=NC1)N1CCN(CC1)C(=O)C1=C(OC=2N=CN=C(C21)NC2(CC2)C)C